7-hydroxy-2-azaspiro[3.5]nonan-2-carboxylate OC1CCC2(CN(C2)C(=O)[O-])CC1